C1(CC1)C1=NC(=NO1)C1(CCN(CC1)C(NC1=C(C=CC=C1N1CCN(CC1)C(C)C)F)=S)C 4-(5-cyclopropyl-1,2,4-oxadiazol-3-yl)-N-{2-fluoro-6-[4-(propan-2-yl)piperazin-1-yl]phenyl}-4-methylpiperidine-1-carbothioamide